6,9-diamino-2-ethoxyacridine-DL-lactate monohydrate CCOC1=CC2=C(C3=C(C=C(C=C3)N)N=C2C=C1)N.CC(C(=O)O)O.O